(R)-4-(((R)-1-(3-(1,1-difluoro-2-hydroxy-2-methylpropyl)-2-fluorophenyl)ethyl)amino)-8-fluoro-2,6,8-trimethyl-6,8-dihydro-7H-pyrrolo[2,3-g]quinazolin-7-one FC(C(C)(C)O)(F)C=1C(=C(C=CC1)[C@@H](C)NC1=NC(=NC2=CC3=C(C=C12)N(C([C@]3(C)F)=O)C)C)F